C(C)(C)(C)OC(N(CC1=CC(=C(C(=C1)F)OC(F)(F)F)F)CCCCOCCNC1=C2C=NNC2=CC(=C1)C1=CN=NS1)=O tert-butyl(4-(2-((6-(1,2,3-thiadiazol-5-yl)-1H-indazol-4-yl)amino)ethoxy)butyl)(3,5-difluoro-4-(trifluoromethoxy)benzyl)carbamate